tert-butyl 2-(trifluoromethanesulfonyloxy)-7,8-dihydro-5H-1,6-naphthyridine-6-carboxylate FC(S(=O)(=O)OC1=NC=2CCN(CC2C=C1)C(=O)OC(C)(C)C)(F)F